{[5-(2,4-difluorophenyl)-1-(5-fluoropyridin-2-yl)-1H-1,2,4-triazol-3-yl]oxy}acetic acid FC1=C(C=CC(=C1)F)C1=NC(=NN1C1=NC=C(C=C1)F)OCC(=O)O